C(C=C)(=O)N1CCN(CC1)C1=CC(=NC=2CN(CCC12)C1=CC=CC2=CC=CC(=C12)C)C(=O)N[C@H]1[C@@H](CCCC1)N 4-(4-acryloylpiperazin-1-yl)-N-((1R,2R)-2-aminocyclohexyl)-7-(8-methylnaphthalen-1-yl)-5,6,7,8-tetrahydro-1,7-naphthyridine-2-carboxamide